CN1N=C(C2=CC=CC=C12)B1OC(C(O1)(C)C)(C)C 1-methyl-3-(4,4,5,5-tetramethyl-1,3,2-dioxaborolan-2-yl)indazole